N1(CCCC1)C(=O)ON1N=C(C(=C1)B1OC(C(O1)(C)C)(C)C)C(C)(C)C tert-butyl-(4-(4,4,5,5-tetramethyl-1,3,2-dioxaborolan-2-yl)-1H-pyrazol-1-yl) pyrrolidine-1-carboxylate